C[C@@H]1[C@H](N(CC1)C(NC1=CC=C(C=C1)C(C)C)=O)C(=O)NC1=CC=C(C=C1)C1=CC=C(C=C1)C(=O)OC(C)(C)C tert-butyl 4'-{[(3S)-3-methyl-1-{[4-(propan-2-yl)phenyl]carbamoyl}-L-prolyl]amino}[1,1'-biphenyl]-4-carboxylate